dibutyltin thioformate C(=S)[O-].C(CCC)[Sn+2]CCCC.C(=S)[O-]